S1N=CC=CC=C1 [1,2]thiazepin